1-(2-fluorophenyl)-6-oxo-N-[(1R)-1-[3-(thiophen-2-yl)phenyl]ethyl]-1,6-dihydropyridine-3-carboxamide FC1=C(C=CC=C1)N1C=C(C=CC1=O)C(=O)N[C@H](C)C1=CC(=CC=C1)C=1SC=CC1